S-trityl-L-cysteine tert-butyl ester hydrochloride Cl.C(C)(C)(C)OC([C@@H](N)CSC(C1=CC=CC=C1)(C1=CC=CC=C1)C1=CC=CC=C1)=O